N-(3-amino-5-bromophenyl)methanesulfonamide 1-propyldimethylammonio-1-propanesulfonate C(CC)C(CC)(S(=O)(=O)[O-])[NH+](C)C.NC=1C=C(C=C(C1)Br)NS(=O)(=O)C